OC1=CC2=C(C(CC(O2)C2=CC(=C(C=C2)O)OC)=O)C=C1 2,3-dihydro-7-hydroxy-2-(4-hydroxy-3-methoxyphenyl)-4H-1-benzopyran-4-one